trans-4-((3-(2-Cyclopropylthiazol-5-yl)phenyl)((trans-4-(4-methoxy-3-methylphenyl)cyclohexyl)methyl)carbamoyl)-cyclohexyl (2-hydroxyethyl)carbamate OCCNC(O[C@@H]1CC[C@H](CC1)C(N(C[C@@H]1CC[C@H](CC1)C1=CC(=C(C=C1)OC)C)C1=CC(=CC=C1)C1=CN=C(S1)C1CC1)=O)=O